BrC=1C=2N(C=CC1)C=C(N2)C=O 8-bromoimidazo[1,2-a]pyridine-2-carbaldehyde